ClC1=CC=C(O[C@@H]2[C@](CN(C2)S(=O)(=O)C2=C(C#N)C=C(C=C2)F)(CO)O)C=C1 2-(((3S,4S)-4-(4-chlorophenoxy)-3-hydroxy-3-(hydroxymethyl)pyrrolidin-1-yl)sulfonyl)-5-fluorobenzonitrile